COC=1C(=NC=CC1)[C@H]1[C@H](O[C@@]([C@H]1C)(C(F)(F)F)C)C(=O)NC1=CC(=NC=C1)C(=O)N (2S,3S,4S,5S)-4-[[3-(3-Methoxy-2-pyridyl)-4,5-dimethyl-5-(trifluoromethyl)tetrahydrofuran-2-carbonyl]amino]pyridin-2-carboxamid